C1=CC(=C(C=C1C2=C(C=C3C(=CC(=CC3=[O+]2)O)O[C@H]4[C@@H]([C@H]([C@@H]([C@H](O4)CO)O)O)O)O[C@H]5[C@@H]([C@H]([C@@H]([C@H](O5)CO)O)O)O)O)O The molecule is an anthocyanin cation that is cyanidin(1+) carrying two beta-D-glucosyl residues at positions 3 and 5. It has a role as a plant metabolite. It is an anthocyanin cation and a beta-D-glucoside. It derives from a cyanidin cation. It is a conjugate acid of a cyanin betaine.